[Cl-].[Na+].CS(=O)(=O)C1=NC=C(C=N1)C=1SC=C(N1)C(=O)N 2-(2-(methylsulfonyl)pyrimidin-5-yl)thiazole-4-carboxamide Natrium chlorid